C1(CC1)OC=1C=C(C(=O)OC)C=C(C1[N+](=O)[O-])NCC1=CN=CS1 methyl 3-cyclopropoxy-4-nitro-5-((thiazol-5-ylmethyl)amino)benzoate